C(C1=CC=CC=C1)[C@@H]1N(OCC1)C1=CC(=NC=N1)NC=1C(=CC(=C(C1)NC(C=C)=O)N1CCN(CC1)CC1CC1)OC N-(5-((6-((S)-3-benzylisoxazolidine-2-yl)pyrimidine-4-yl)amino)-2-(4-(cyclopropylmethyl)piperazine-1-yl)-4-methoxyphenyl)acrylamide